5-((((3'-chloro-2'-(2-chloro-3-((2,5-difluoro-3-(((2-hydroxyethyl)amino)methyl)phenyl)amino)phenyl)-6-methoxy-[2,4'-bipyridin]-5-yl)methyl)amino)methyl)pyrrolidin-2-one ClC=1C(=NC=CC1C1=NC(=C(C=C1)CNCC1CCC(N1)=O)OC)C1=C(C(=CC=C1)NC1=C(C(=CC(=C1)F)CNCCO)F)Cl